BrC1=NN(C(=N1)OC1=C(C=C(C=C1)OC(F)(F)F)F)C 3-Bromo-5-[2-fluoro-4-(trifluoromethoxy)phenoxy]-1-methyl-1H-1,2,4-triazol